O=C1NC(CCC1N1C(C2=CC=CC(=C2C1=O)NCCCCCC(=O)N1CC=2N=C(N=C(C2CC1)SC(C(=O)N)C1=CC=CC=C1)N1CCC(CC1)O)=O)=O 2-((7-(6-((2-(2,6-Dioxopiperidin-3-yl)-1,3-dioxoisoindolin-4-yl)amino)hexanoyl)-2-(4-hydroxypiperidin-1-yl)-5,6,7,8-tetrahydropyrido[3,4-d]pyrimidin-4-yl)thio)-2-phenylacetamide